(3,4,5-trimethoxyphenyl)indol-3-ylmethane COC=1C=C(C=C(C1OC)OC)CC1=CNC2=CC=CC=C12